BrC=1C=C2C=CC=C(C2=CC1)C1=CC=CC2=CC(=CC=C12)Br 6,6'-dibromo-1,1'-binaphthyl